FC1=C(C(=CC(=C1)OC1CN(C1)CCCF)F)C1N(C(CC2=C1NC1=CC=CC=C21)C)CC(C(=O)O)C 3-[1-[2,6-difluoro-4-[1-(3-fluoropropyl)azetidin-3-yl]oxy-phenyl]-3-methyl-1,3,4,9-tetrahydropyrido[3,4-b]indol-2-yl]-2-methyl-propionic acid